N1=CC(=CC=C1)C(=O)N 3-pyridyl-carboxamide